1-{4-[4-({(1R)-1-[3-(1,1-difluoro-2-hydroxy-2-methylpropyl)-2-fluorophenyl]ethyl}amino)-2,7-dimethylpyrido[2,3-d]pyrimidin-6-yl]-3,6-dihydropyridin-1(2H)-yl}ethan-1-one FC(C(C)(C)O)(F)C=1C(=C(C=CC1)[C@@H](C)NC=1C2=C(N=C(N1)C)N=C(C(=C2)C=2CCN(CC2)C(C)=O)C)F